CC1=CC=C(C=C1)[C@H]1NCOC1 (R)-4-(4-methylphenyl)-oxazolidine